(S)-1-(7-(1-(2,4-Difluorobenzyl)piperidin-3-yl)-2-methylpyrazolo[1,5-a]pyrimidin-3-yl)-N-((tetrahydro-2H-pyran-4-yl)methyl)methanamine FC1=C(CN2C[C@H](CCC2)C2=CC=NC=3N2N=C(C3CNCC3CCOCC3)C)C=CC(=C1)F